ClC1=CC(=C(C=C1)C1=NN2C(CN([C@@H](C2)C)C(=O)OC(C)(C)C)=C1C1=CC=NC=C1)F tert-butyl (6R)-2-(4-chloro-2-fluorophenyl)-6-methyl-3-(pyridin-4-yl)-6,7-dihydropyrazolo[1,5-a]pyrazine-5(4H)-carboxylate